C1=CC=CC=2C3=CC=CC=C3C(C12)COC(=O)N[C@H](C(=O)O)CC1=CC=C(C=C1)C(F)(F)F (2S)-2-{[(9H-fluoren-9-ylmethoxy)carbonyl]amino}-3-[4-(trifluoromethyl)phenyl]propionic acid